CO[C@@](C1=CC=CC=C1)(C(=O)Cl)C(F)(F)F (R)-(-)-α-Methoxy-α-(trifluoromethyl)phenylacetyl chloride